FC(OC=1C=2N(C=C(C1)C(F)(F)F)C[C@]1(C=3C=CN=C(C3C(CC1)(F)F)C=O)N2)F (S)-8-(difluoromethoxy)-8',8'-difluoro-6-(trifluoromethyl)-7',8'-dihydro-3H,6'H-spiro[imidazo[1,2-a]pyridine-2,5'-isoquinoline]-1'-carbaldehyde